COC1=C(C=CC(=C1)OC)CNC=1N=CC2=C(N1)N(C(C(=C2)N2CCNC1=C(C=CC=C21)C)=O)C=2C=NC(=CC2)OCCN(C)C 2-[(2,4-dimethoxyphenyl)methylamino]-8-[6-[2-(dimethylamino)ethoxy]-3-pyridyl]-6-(5-methyl-3,4-dihydro-2H-quinoxalin-1-yl)pyrido[2,3-d]pyrimidin-7-one